OCC=1C(=NC=CC1)CCO 2-(3-(hydroxymethyl)pyridin-2-yl)ethan-1-ol